1-((1-ethyl-1H-imidazol-5-yl)methyl)-1H-benzo[d]imidazole-6-carboxylate C(C)N1C=NC=C1CN1C=NC2=C1C=C(C=C2)C(=O)[O-]